2-((5-((R)-2-amino-1-hydroxypropan-2-yl)-8-cyclopropoxy-2,7-naphthyridin-3-yl)amino)-7,8-dimethyl-7,8-dihydro-5H-pyrano[4,3-b]pyridin-5-one N[C@](CO)(C)C1=C2C=C(N=CC2=C(N=C1)OC1CC1)NC1=CC=C2C(=N1)C(C(OC2=O)C)C